C(#N)C1=C(N(N=C1C=1C=NC(=CC1)C(C(=O)NC1=CC(=NO1)C1=C(C=C(C=C1)Cl)Cl)C)C(C)C)NC(OC(C)(C)C)=O tert-Butyl N-[4-cyano-5-[6-[2-[[3-(2,4-dichlorophenyl)isoxazol-5-yl]amino]-1-methyl-2-oxo-ethyl]-3-pyridyl]-2-isopropyl-pyrazol-3-yl]carbamate